N-(1-propyl-3-cyano-1H-indol-5-yl)pyrimidine-5-carboxamide C(CC)N1C=C(C2=CC(=CC=C12)NC(=O)C=1C=NC=NC1)C#N